FC=1C=C(C=C(C1OC1=C2C(=NC=C1)N(C=C2C2=C(C=CC=C2)C(C)C)COCC[Si](C)(C)C)F)NC(=O)NCC2(COC2)C N-{3,5-difluoro-4-[(3-[2-(propan-2-yl)phenyl]-1-{[2-(trimethylsilyl)ethoxy]methyl}-1H-pyrrolo[2,3-b]pyridin-4-yl)oxy]phenyl}-N'-[(3-methyloxetan-3-yl)methyl]urea